The molecule is an alpha-amino acid that is butyric acid bearing a single amino substituent located at position 2. It has a role as a human metabolite. It is a monocarboxylic acid and a non-proteinogenic alpha-amino acid. It derives from a butyric acid. It is a conjugate acid of an alpha-aminobutyrate. CCC(C(=O)O)N